CC1(OC[C@@H](O1)[C@@H]1[C@@H]([C@@H]2[C@@H](OC(O2)(C)C)O1)N1CC2=CC=CC=C2CC1)C 2-((3aR,5S,6S,6aR)-5-((R)-2,2-dimethyl-1,3-dioxolan-4-yl)-2,2-dimethyltetrahydrofuro[2,3-d][1,3]dioxolan-6-yl)-1,2,3,4-tetrahydroisoquinoline